O1CCC2(CC1)CCN1N=C(N=C12)C(=O)O spiro[5,6-dihydropyrrolo[1,2-b][1,2,4]triazole-7,4'-tetrahydropyran]-2-carboxylic acid